FC=1C=C(C=CC1OC1=CC=NC2=CC=C(N=C12)OC)NC(=O)C1=NC=CN(C1=O)C1=CC=C(C=C1)F N-[3-Fluoro-4-[(6-methoxy-1,5-naphthyridin-4-yl)oxy]phenyl]-4-(4-fluorophenyl)-3-oxopyrazine-2-carboxamide